FC=1C=CC(=NC1)C1=NN2C(COC(C2)C(C)C)=C1 2-(5-fluoropyridin-2-yl)-6-isopropyl-6,7-dihydro-4H-pyrazolo[5,1-c][1,4]oxazine